2-(3,5-dimethylphenyl)-5-(1-isopropyl-1H-pyrazol-4-yl)-N4-(1,2,3,4-tetrahydroisoquinolin-7-yl)pyrimidine-2,4-diamine CC=1C=C(C=C(C1)C)C1(NC=C(C(=N1)NC1=CC=C2CCNCC2=C1)C=1C=NN(C1)C(C)C)N